(1R,3S)-3-formyl-2,2-dimethylcyclopropanecarboxylic acid methyl ester COC(=O)[C@H]1C([C@H]1C=O)(C)C